3-(10-phenylanthracen-9-yl)-5,9-dioxa-13b-boranaphtho[3,2,1-de]anthracene C1(=CC=CC=C1)C1=C2C=CC=CC2=C(C2=CC=CC=C12)C1=CC=2OC=3C=CC=C4OC=5C=CC=CC5B(C34)C2C=C1